BrC1=CC2=CN(N=C2C=C1OC)C1CCC(CC1)NC(C)=O N-((1r,4r)-4-(5-bromo-6-methoxy-2H-indazol-2-yl)cyclohexyl)acetamide